ClC1=CC(=NC(=C1)NC1=CC(=CC=C1)O)C(=O)NC1CC2=CC=CC=C2C1 4-chloro-N-(2,3-dihydro-1H-inden-2-yl)-6-((3-hydroxyphenyl)amino)picolinamide